C1(CC1)S(=O)(=O)NC=1SC=C(N1)C(CC)(CC)NC(C1=CC=C(C=C1)C=1C=NC=C(C1)F)=O N-(3-(2-(cyclopropanesulfonamido)thiazol-4-yl)pentan-3-yl)-4-(5-fluoropyridin-3-yl)benzamide